C(C)N1CCN(CC1)C1=C(C=C2C(C=CN3C2=C1OCC3)=O)F 10-(4-ethylpiperazin-1-yl)-9-fluoro-2,3-dihydro-7H-[1,4]oxazino[2,3,4-ij]quinolin-7-one